(S)-2-(((9H-fluoren-9-yl)methoxy)carbonyl)-7,8-dichloro-1,2,3,4-tetrahydroisoquinoline-3-carboxylic acid C1=CC=CC=2C3=CC=CC=C3C(C12)COC(=O)N1CC2=C(C(=CC=C2C[C@H]1C(=O)O)Cl)Cl